1-[2-({4-[7-(aminocarbonyl)-2H-indazol-2-yl]benzyl}ammonio)ethyl]pyrrolidinium NC(=O)C1=CC=CC2=CN(N=C12)C1=CC=C(C[NH2+]CC[NH+]2CCCC2)C=C1